C(C)(C)NC1=CC=C2C(=N1)N=C(N2)NC=2C=C(C(=O)N1CCC(CC1)C1=CC=C(C#N)C=C1)C=CC2C 4-(1-(3-((5-(iso-propylamino)-1H-imidazo[4,5-b]pyridin-2-yl)amino)-4-methylbenzoyl)piperidin-4-yl)benzonitrile